methyl-4-(3-(3-(1-((4-methyl-4H-1,2,4-triazol-3-yl)thio)ethyl)phenyl)ureido)benzenesulfonamide CC1=C(C=CC(=C1)NC(=O)NC1=CC(=CC=C1)C(C)SC1=NN=CN1C)S(=O)(=O)N